N-(1-cyclopropyl-2-oxo-1,2-dihydropyridin-3-yl)-7-isopropoxy-2-((1R,4S)-1-methyl-2-oxabicyclo[2.2.1]heptan-4-yl)imidazo[1,2-a]pyrimidine-6-carboxamide C1(CC1)N1C(C(=CC=C1)NC(=O)C=1C(=NC=2N(C1)C=C(N2)[C@]21CO[C@](CC2)(C1)C)OC(C)C)=O